C(C)[C@@H]1CN(CCC1)C(=O)OC(C)(C)C tert-butyl (S)-3-ethylpiperidine-1-carboxylate